CC1=NNC(=C1S(=O)(=O)N1C[C@]2(CC3=C(C=C2CC1)N(N=C3)C3=CC=C(C=C3)F)C(=O)C3=NC=CC(=C3)C(F)(F)F)C (R)-(6-((3,5-dimethyl-1H-pyrazol-4-yl)sulfonyl)-1-(4-fluorophenyl)-4,4a,5,6,7,8-hexahydro-1H-pyrazolo[3,4-g]isoquinolin-4a-yl)(4-(trifluoromethyl)pyridin-2-yl)methanone